BrC=1C=C2C(N(C(=NC2=C(C1)\C(\C)=N\[S@](=O)C(C)(C)C)C1CCOCC1)C1CC1)=O (NE,R)-N-[1-(6-bromo-3-cyclopropyl-4-oxo-2-tetrahydropyran-4-yl-quinazolin-8-yl)ethylidene]-2-methyl-propane-2-sulfinamide